P(=O)(OC(C)C)(OC(C)C)[O-].[K+] potassium di-i-propyl phosphate